8-bromo-4-(((trifluoromethyl)sulfonyl)oxy)isoquinoline-3-carboxylic acid methyl ester COC(=O)C=1N=CC2=C(C=CC=C2C1OS(=O)(=O)C(F)(F)F)Br